1-(4-(4-((2-methoxyethyl)(methyl)amino)piperidin-1-ylsulfonyl)phenyl)-3-(pyridin-3-ylmethyl)urea COCCN(C1CCN(CC1)S(=O)(=O)C1=CC=C(C=C1)NC(=O)NCC=1C=NC=CC1)C